perfluoro(4,7-dioxa-5-methyl-8-nonenecarboxylic acid) FC(C(C(OC(C(OC(=C(F)F)F)(F)F)(C(F)(F)F)F)(F)F)(F)F)(C(=O)O)F